(2-((5-fluoro-2-((4-fluoro-2-methoxy-5-nitrophenyl)amino)pyrimidin-4-yl)amino)phenyl)dimethylphosphine FC=1C(=NC(=NC1)NC1=C(C=C(C(=C1)[N+](=O)[O-])F)OC)NC1=C(C=CC=C1)P(C)C